C(C)(C)(C)OC(N(C)CC1=CC=C(C=C1)CN(CCC)C(=O)C1=CC2=C(N=C(C1)N)C=C(S2)C#CCCC#N)=O N-[[4-[[[5-amino-2-(4-cyanobutan-1-ynyl)-6H-thieno[3,2-b]azepin-7-carbonyl]-propyl-amino]methyl]phenyl]methyl]-N-methyl-carbamic acid tert-butyl ester